FC1=C2CC[C@@]3(CCC=4C(=NC(=NC4C3)OC[C@H]3N(CCC3)C)N3C[C@@H](N(CC3)C(=O)OC(C)(C)C)COC)CC2=CC=C1 tert-butyl (R)-4-((S)-5-fluoro-2'-(((S)-1-methylpyrrolidin-2-yl)methoxy)-3,4,5',8'-tetrahydro-1H,6'H-spiro[naphthalene-2,7'-quinazolin]-4'-yl)-2-(methoxymethyl)piperazine-1-carboxylate